O=C1C=C(N=C2N1C=CC=C2[C@@H](C)NC2=C(C(=O)O)C=CC=C2)N2CCCCC2 (R)-2-((1-(4-oxo-2-(piperidin-1-yl)-4H-pyrido[1,2-a]pyrimidin-9-yl)ethyl)amino)benzoic acid